COC([C@@H](NC(\C=C/C=1C(=NN(C1)C1=CC(=CC=C1)Cl)C1=CC=C(C=C1)N1CCOCC1)=O)CC1=CNC2=CC=CC=C12)=O (Z)-(3-(1-(3-chlorophenyl)-3-(4-morpholinophenyl)-1H-pyrazol-4-yl)acryloyl)-L-tryptophan methyl ester